C(CCCCC\C=C/C\C=C/C\C=C/C\C=C/C\C=C/CC)OC(C(=O)O)CC 2-(((7Z,10Z,13Z,16Z,19Z)-docosa-7,10,13,16,19-pentaen-1-yl)oxy)butanoic acid